α-ethyl-benzenemethanamine C(C)C(N)C1=CC=CC=C1